CC1(CC(N(C1)CC1=CC=C(C=C1)C1=NOC(=N1)C(F)(F)F)=O)C 4,4-dimethyl-1-[[4-[5-(trifluoromethyl)-1,2,4-oxadiazol-3-yl]phenyl]methyl]pyrrolidone